tert-butyl 4-(5-chloro-2-((1-(4-nitrobenzyl)-1H-pyrazol-4-yl) amino) pyrimidin-4-yl)-1H-pyrazole-1-carboxylate ClC=1C(=NC(=NC1)NC=1C=NN(C1)CC1=CC=C(C=C1)[N+](=O)[O-])C=1C=NN(C1)C(=O)OC(C)(C)C